C(C)OC(=O)C1=C(OC2=C1C=C(C=C2)OCC2C(C2)(C)C)C 5-((2,2-dimethylcyclopropyl)methoxy)-2-methylbenzofuran-3-carboxylic acid ethyl ester